1-((2-fluoro-6-[18F]fluorophenyl)sulfonyl)-4-((4-methoxyphenyl)sulfonyl)piperazine FC1=C(C(=CC=C1)[18F])S(=O)(=O)N1CCN(CC1)S(=O)(=O)C1=CC=C(C=C1)OC